CC1C=NC2=C1N(C=N2)CC2=CC=C(C=C2)SC 6-methyl-1-(4-(methylthio)benzyl)-1,6-dihydroimidazo[4,5-d]pyrrole